3-methoxy-3-methyl-azet COC1(CN=C1)C